C1(=CC=CC=C1)C1(CCCCC1)O (3E)-phenylcyclohexanol